phosphorus potassium sodium salt [Na].[K].[P]